5',6'-dihydrospiro[azetidine-3,4'-pyrrolo[1,2-b]pyrazole]-1-carboxamide N=1N2C(=CC1)C1(CC2)CN(C1)C(=O)N